N,N'-bis[(2-hydroxy-5-nitrophenyl)-methylene]-1,2-diamino-cyclohexane OC1=C(C=C(C=C1)[N+](=O)[O-])C=NC1C(CCCC1)N=CC1=C(C=CC(=C1)[N+](=O)[O-])O